C(C)(C)C=1N=C(C2=C(N1)SC=C2)NC=2N=CN(C2)C2=CC(=C(C(=C2)OC)OC)OC 2-isopropyl-N-(1-(3,4,5-trimethoxyphenyl)-1H-imidazol-4-yl)thieno[2,3-d]pyrimidin-4-amine